3',5',3-triiodothyronine IC=1C=C(OC2=C(C=C(C[C@H](N)C(=O)O)C=C2)I)C=C(C1O)I